CC(C)C1=C(C(=CC(=C1)C1=NC=CC=C1)C(C)C)CC(=O)NS(=O)(=O)C1=CC=C(C=C1)CN(C)C 2-[2,6-bis(propan-2-yl)-4-(pyridin-2-yl)phenyl]-N-{4-[(dimethylamino)methyl]benzene-sulfonyl}acetamide